ClC=1C(=NN(C1)CC1=CC(C(=C(N1CC)C1=CC(=C(C=C1)Cl)Cl)C(=O)O)=O)C1CC1 6-[(4-chloro-3-cyclopropyl-pyrazol-1-yl)methyl]-2-(3,4-dichlorophenyl)-1-ethyl-4-oxo-pyridine-3-carboxylic acid